OC=1C=C(NC1C(NC)=O)C(=O)OCC ethyl 4-hydroxy-5-(methyl carbamoyl)-1H-pyrrole-2-carboxylate